3-(p-tert.-butylphenyl)propanal C(C)(C)(C)C1=CC=C(C=C1)CCC=O